Dimethyl 4-(3-(trifluoromethyl)phenyl)-1,4-dihydropyridine-3,5-dicarboxylate FC(C=1C=C(C=CC1)C1C(=CNC=C1C(=O)OC)C(=O)OC)(F)F